1-[5-Methyl-2-(tetrahydropyran-4-ylamino)-pyrimidin-4-yl]-1H-imidazole-4-carboxylic acid [(S)-1-(3-chlorophenyl)-2-(cyclopropylmethyl-amino)-ethyl]-amide ClC=1C=C(C=CC1)[C@@H](CNCC1CC1)NC(=O)C=1N=CN(C1)C1=NC(=NC=C1C)NC1CCOCC1